N-(5-((2-(2-azabicyclo[2.2.2]octan-2-yl)ethyl)carbamoyl)-2-methylpyridin-3-yl)-2-(1,3-dimethyl-1H-pyrazol-4-yl)pyrazolo[5,1-b]thiazole-7-carboxamide C12N(CC(CC1)CC2)CCNC(=O)C=2C=C(C(=NC2)C)NC(=O)C=2C=NN1C2SC(=C1)C=1C(=NN(C1)C)C